benzyl 4-[2-[1-(2-fluoro-4-nitro-phenyl)-3,6-dihydro-2H-pyridin-4-yl]ethynyl]-4-hydroxy-piperidine-1-carboxylate FC1=C(C=CC(=C1)[N+](=O)[O-])N1CCC(=CC1)C#CC1(CCN(CC1)C(=O)OCC1=CC=CC=C1)O